3-methoxybenzylidene-malonic acid diethyl ester C(C)OC(C(C(=O)OCC)=CC1=CC(=CC=C1)OC)=O